C(C)OC(C=O)(CCCC)OCC 2,2-diethoxy-1-hexanone